P(=O)(O)(O)O.C(C)O[K] ethoxypotassium phosphate